C(C=C)(=O)N1CCN(CC1)C1=C(C=NC2=C(C(=C(C=C12)Cl)C1=CC=C(C2=C1N=C(S2)N)F)OC)C#N 4-(4-propenoylpiperazin-1-yl)-7-(2-amino-7-fluoro-benzo[d]thiazol-4-yl)-6-chloro-8-methoxyquinoline-3-carbonitrile